C1C(CC12CCC2)NC(=O)N2CC1=CC=NC(=C1CC2)OCC(F)(F)F 5-(2,2,2-Trifluoro-ethoxy)-3,4-dihydro-1H-[2,6]naphthyridine-2-carboxylic acid spiro[3.3]hept-2-ylamide